C(C)(C)(C)N(C(=O)OC1(COCC1)C1=CC(=CC(=C1)C)C1=NC(=C(N=C1)N)OC=1C=NN(C1)C1CCN(CC1)C)C1CCC(CC1)SC1=CC(=CC=C1)C=O 3-(3-(5-amino-6-((1-(1-methylpiperidin-4-yl)-1H-pyrazol-4-yl)oxy)pyrazin-2-yl)-5-methylphenyl)tetrahydrofuran-3-ol tert-Butyl-((1r,4r)-4-((3-formylphenyl)thio)cyclohexyl)carbamate